FC1(CCN(CC1)C1=NC(=CC(=N1)N1N=NC(=C1)C1=C(C=C(C=C1)I)N1CCC2(CC2)CC1)C)F 6-(2-(1-(2-(4,4-difluoropiperidin-1-yl)-6-methylpyrimidin-4-yl)-1H-1,2,3-triazol-4-yl)-5-iodophenyl)-6-azaspiro[2.5]octane